N-[3-chloro-4-(1-methylpyrazol-3-yl)oxy-phenyl]-6-(1,6-diazaspiro[3.3]heptan-6-yl)pyrido[3,2-d]pyrimidin-4-amine ClC=1C=C(C=CC1OC1=NN(C=C1)C)NC=1C2=C(N=CN1)C=CC(=N2)N2CC1(CCN1)C2